[4-(methylthiothio)phenyl]phenyl-methane CSSC1=CC=C(C=C1)CC1=CC=CC=C1